C(C=C)(=O)O.OC=CC(C)=C hydroxyl-isoprene acrylate